Bis(2-methoxyethyl)sulfoxide COCCS(=O)CCOC